1-(6-tert-butylpyridin-2-yl)ethanone tertbutyl-2-chloro-5,7-dihydro-6H-pyrrolo[3,4-b]pyridine-6-carboxylate C(C)(C)(C)OC(=O)N1CC2=NC(=CC=C2C1)Cl.C(C)(C)(C)C1=CC=CC(=N1)C(C)=O